[1,3]Thiazole S1C=NC=C1